C(CCC)OC(CCN(CCN(CCN(CCC(OCCCC)=O)CCC(OCCCC)=O)CCN(CCC(OCCCC)=O)CCC(OCCCC)=O)CCC(OCCCC)=O)=O tris(2-bis(3-butoxy-3-oxopropyl)aminoethyl)amine